6-(5-chloro-2-fluorophenyl)-3-({[3-(methoxymethyl)-2-oxooxooxolan-3-yl]methyl}(methyl)amino)pyridazine-4-carboxylic acid trifluoroacetate salt FC(C(=O)O)(F)F.ClC=1C=CC(=C(C1)C1=CC(=C(N=N1)N(C)CC1(C(OCC1=O)=O)COC)C(=O)O)F